C(CCC)C=1C=CC=CC1 m-butylbenzene